methyl 3-(9-((4-(((tert-butoxycarbonyl)amino)methyl)-2-methylphenyl)carbamoyl)-4,5-dihydrobenzo[b]thieno[2,3-d]oxepin-8-yl)-6-(cyclooctylcarbamoyl)picolinate C(C)(C)(C)OC(=O)NCC1=CC(=C(C=C1)NC(=O)C1=CC2=C(OCCC3=C2SC=C3)C=C1C=1C(=NC(=CC1)C(NC1CCCCCCC1)=O)C(=O)OC)C